trans-3-((4-(4-((1r,4r)-4-(aminomethyl)cyclohexyl)piperazin-1-yl)-3-fluorophenyl)amino)piperidine-2,6-dione NC[C@@H]1CC[C@H](CC1)N1CCN(CC1)C1=C(C=C(C=C1)NC1C(NC(CC1)=O)=O)F